2,7-naphthyridine-1,6-diamine C1(=NC=CC2=CC(=NC=C12)N)N